chloro-4''-((4-chloro-2-fluorobenzyl)oxy)-3-(2-hydroxypropan-2-yl)-5',6''-dimethyl-2H,2''H-[1,2':4',1''-terpyridin]-2,2''-dione ClC1=C(C(N(C=C1)C1=NC=C(C(=C1)N1C(C=C(C=C1C)OCC1=C(C=C(C=C1)Cl)F)=O)C)=O)C(C)(C)O